COC=1C=C(C=C(C1)OCCCC(C)(C(=O)OCC(C)C)C)\C=C\C1=CC=C(C=C1)OC 3,4'-dimethoxy-5-(4-methyl-4-isobutoxycarbonyl-pentyloxy)-(E)-stilbene